N-(3-methyl-1,1-dioxo-thietan-3-yl)indazole-5-carboxamide CC1(CS(C1)(=O)=O)NC(=O)C=1C=C2C=NNC2=CC1